N-(2-((R)-3-(4-amino-3-(4-phenoxyphenyl)-1H-pyrazolo[3,4-d]pyrimidin-1-yl)piperidin-1-yl)ethyl)-1-(2-(2,6-dioxopiperidin-3-yl)-1,3-dioxoisoindolin-5-yl)piperidine-4-carboxamide NC1=C2C(=NC=N1)N(N=C2C2=CC=C(C=C2)OC2=CC=CC=C2)[C@H]2CN(CCC2)CCNC(=O)C2CCN(CC2)C=2C=C1C(N(C(C1=CC2)=O)C2C(NC(CC2)=O)=O)=O